2,2,2-trifluoro-1-(4-fluoro-3-iodo-phenyl)ethanone FC(C(=O)C1=CC(=C(C=C1)F)I)(F)F